2-[5-ethylsulfanyl-1-oxido-6-[2-oxo-1-(2,2,3,3,3-pentafluoropropyl)-1,7-naphthyridin-6-yl]pyridin-1-ium-3-yl]-2-methyl-propanenitrile C(C)SC=1C=C(C=[N+](C1C=1C=C2C=CC(N(C2=CN1)CC(C(F)(F)F)(F)F)=O)[O-])C(C#N)(C)C